CN(CC(=O)N[C@@H](C(=O)N)C)C1=CC=C2C(=N1)OC(C=C2C2=C(C=CC=C2)C)=O (R)-2-(2-(methyl(2-oxo-4-(o-tolyl)-2H-pyrano[2,3-b]pyridin-7-yl)amino)acetamido)propanamide